NCCCN(CCCN)C1CCCCC1 N,N-bisaminopropyl-cyclohexylamine